(S)-2-amino-4-oxo-5-(3-(trifluoromethyl)phenyl)-4,5-dihydrofuran-3-yl-5-d phenylmethanesulfonate C1(=CC=CC=C1)CS(=O)(=O)OC1=C(O[C@@](C1=O)([2H])C1=CC(=CC=C1)C(F)(F)F)N